3-(4-((4,4-dimethoxybutyl)thio)-6-fluoro-1-oxoisoindolin-2-yl)piperidine-2,6-dione COC(CCCSC1=C2CN(C(C2=CC(=C1)F)=O)C1C(NC(CC1)=O)=O)OC